ethyl 3-(7-cyclopropyl-1,4-dimethyl-1H-benzotriazol-5-yl)-3-[7-(hydroxymethyl)-2,3-dihydro-1H-inden-5-yl]propanoate C1(CC1)C1=CC(=C(C2=C1N(N=N2)C)C)C(CC(=O)OCC)C=2C=C1CCCC1=C(C2)CO